FC=1C=C(C=CC1C(C)(C)O)N1CC=2C(=NC=CC2C1=O)C1=C(C=C(C=C1)F)OCC(F)(F)F 2-[3-fluoro-4-(2-hydroxypropan-2-yl)phenyl]-4-[4-fluoro-2-(2,2,2-trifluoroethoxy)phenyl]-2,3-dihydro-1H-pyrrolo[3,4-c]pyridin-1-one